N,N-dimethyl-6-(4-(4-(methylsulfonyl)piperazin-1-yl)-6-morpholino-1,3,5-triazin-2-yl)benzo[d]thiazol-2-amine CN(C=1SC2=C(N1)C=CC(=C2)C2=NC(=NC(=N2)N2CCN(CC2)S(=O)(=O)C)N2CCOCC2)C